CN(C1=CC=C(C=O)C=C1)C Para-(Dimethylamino)Benzaldehyde